[Au].[As].[C] carbon arsenic gold